4-(4-(2-bromoethoxy)phenyl)-6-chloropyridazin-3-amine BrCCOC1=CC=C(C=C1)C1=C(N=NC(=C1)Cl)N